(R)-6-(4-acetylpiperazin-1-yl)-4-((1-(3-(difluoromethyl)-2-fluorophenyl)ethyl)amino)-1-methylpyrido[3,4-d]pyridazin-7(6H)-one formate salt C(=O)O.C(C)(=O)N1CCN(CC1)N1C=C2C(=NN=C(C2=CC1=O)C)N[C@H](C)C1=C(C(=CC=C1)C(F)F)F